[Pd].FC1=CC=C(C=C1)[C@@H]1NC[C@H](N(C1)C(=O)C1(CC1)C)C ((2R,5S)-5-(4-fluorophenyl)-2-methylpiperazin-1-yl)(1-methylcyclopropyl)methanone Palladium